Dimethyl (2S,4S)-2-((tert-butoxycarbonyl)amino)-4-(phenylthio)pentanedioate C(C)(C)(C)OC(=O)N[C@H](C(=O)OC)C[C@@H](C(=O)OC)SC1=CC=CC=C1